CC(C(=O)C(=O)O)C 2-methylpropionylcarboxylic acid